FC1=C(C=CC(=C1)F)N1C(C2=C(CC1)N=C(S2)OCC=2C=C(C#N)C=CC2)=O 3-[[[5-(2,4-difluorophenyl)-4,5,6,7-tetrahydro-4-oxothiazolo[5,4-c]pyridin-2-yl]oxy]methyl]-benzonitrile